CSC=1N=CC2=C(N1)N(C(C=C2C#C[Si](C)(C)C)=O)C2=CC=CC=C2 2-(methylthio)-8-phenyl-5-((trimethylsilyl)ethynyl)pyrido[2,3-d]pyrimidin-7(8H)-one